COC=1C=CC(=C(C1)NCCNC(=O)C1CC1)[N+](=O)[O-] N-(2-((5-methoxy-2-nitrophenyl)amino)ethyl)cyclopropanecarboxamide